7-(tert-butyl)-5-(5-cyclopropyl-4-(5-(piperidin-4-yl)pyrimidin-2-yl)isoxazol-3-yl)-7H-pyrrolo[2,3-d]pyrimidin-4-amine hydrochloride Cl.C(C)(C)(C)N1C=C(C2=C1N=CN=C2N)C2=NOC(=C2C2=NC=C(C=N2)C2CCNCC2)C2CC2